C(C)(=O)C=1C(=CC2=C(OCO2)C1)NC(CN1CC(CCC1)C(=O)O)=O (2-((6-acetylbenzo[d][1,3]dioxol-5-yl)amino)-2-oxoethyl)piperidine-3-carboxylic acid